N1(CCOCC1)C(=O)C1=CC=C(C=C1)B(O)O (4-(morpholine-4-carbonyl)phenyl)boronic acid